C1=CC=C2C(=C1)C3=NC4=C5C(=C(N4)N=C6C7=C(C(=C(C=C7C(=N6)N=C8C9=CC=CC=C9C(=NC2=N3)N8O)O)O)O)C(=C(C(=C5O)O)O)O octahydroxyphthalocyanine